CC(=O)N[C@@H](CCCCN)C(=O)O The molecule is an acetyl-L-lysine where the acetyl group is located at the N(2)-posiiton. It has a role as a human metabolite. It is a tautomer of a N(2)-acetyl-L-lysine zwitterion.